N-(1-cyanocyclopropyl)-9-(5-(difluoromethyl)-1,3,4-thiadiazol-2-yl)-4-(4-hydroxy-4-(trifluoromethyl)piperidin-1-yl)-9H-pyrimido[4,5-b]indole-7-sulfonamide C(#N)C1(CC1)NS(=O)(=O)C1=CC=C2C3=C(N(C2=C1)C=1SC(=NN1)C(F)F)N=CN=C3N3CCC(CC3)(C(F)(F)F)O